BrC=1C=CC(=NC1C(=O)OC(C)(C)C)N1CC2=C(C=CC=C2CC1)C(=O)O 2-(5-Bromo-6-(tert-butoxycarbonyl)pyridin-2-yl)-1,2,3,4-tetrahydroisoquinoline-8-carboxylic acid